N,N'-di-t-butoxycarbonyl-N'-(4-iodophenyl)guanidine C(C)(C)(C)OC(=O)NC(=N)N(C1=CC=C(C=C1)I)C(=O)OC(C)(C)C